CN1CCN(CC1)C1=NC=CC(=C1)NC=1C=C2C(=NC1)NC=C2C=2C=C1C=NC=NC1=CC2 N-(2-(4-methylpiperazin-1-yl)pyridin-4-yl)-3-(quinazolin-6-yl)-1H-pyrrolo[2,3-b]pyridin-5-amine